4-hydroxy-dimethylallyltryptophan OC=1C=CC=C2NC=C(C[C@H](NCC=C(C)C)C(=O)O)C12